3,12-dioxododecanoate O=C(CC(=O)[O-])CCCCCCCCC=O